FC1=C(OC2CCN(CC2)C2=NC=C(C=C2N=C(C2=CC=CC=C2)C2=CC=CC=C2)S(=O)(=O)N2CCOCC2)C=CC(=C1)F N-(2-(4-(2,4-difluorophenoxy)piperidin-1-yl)-5-(morpholinosulfonyl)pyridin-3-yl)-1,1-diphenylmethyleneamine